6-(benzyloxy)-[1,2,4]triazolo[1,5-a]pyridine C(C1=CC=CC=C1)OC=1C=CC=2N(C1)N=CN2